C(CCCCCCCC(=O)OCCC1CCN(CC1)CCSSCCN1CCC(CC1)CCOC(CCCCCCC\C=C/CCCCCCCC)=O)(=O)OC(CCCCCCCC)CCCCCCCC 1-(heptadecan-9-yl) 9-(2-(1-(2-((2-(4-(2-(oleoyloxy)ethyl)piperidin-1-yl) ethyl)disulfaneyl)ethyl)piperidin-4-yl)ethyl) nonanedioate